N1C(=NC2=C1C=CC=C2)[C@@H](CO)NC(=O)C2=C(OC1=C2C=C(C=C1)OCC1=CN=C(S1)C)C (S)-N-(1-(1H-benzo[d]imidazol-2-yl)-2-hydroxyethyl)-2-methyl-5-((2-methylthiazol-5-yl)methoxy)benzofuran-3-carboxamide